NC1=C(N=CC(=N1)N1CCC2([C@H](CC(C2)=O)N)CC1)SC1=C(C2=C(OCCN2)C=C1)Cl (S)-8-(6-amino-5-((5-chloro-3,4-dihydro-2H-benzo[b][1,4]oxazin-6-yl)thio)pyrazin-2-yl)-2-oxo-8-azaspiro[4.5]decan-4-amine